1,2-bis(triethoxy)silylethane C(C)O[Si](CC[Si](OCC)(OCC)OCC)(OCC)OCC